C1(=CC=CC=C1)[C@H](C)N1C[C@@]2(CCNC2=O)CC1=O (R)-7-((S)-1-phenylethyl)-2,7-diazaspiro[4.4]nonane-1,8-dione